6-(3,5-difluoroanilino)-3-methoxy-N-(1-methylcyclopentyl)pyridine-2-carboxamide FC=1C=C(NC2=CC=C(C(=N2)C(=O)NC2(CCCC2)C)OC)C=C(C1)F